6-Bromo-N-[1-(1-methylethyl)piperidin-4-yl]-2-{4-[4-(pyridin-4-ylmethyl)piperazin-1-yl]phenyl}-3H-imidazo[4,5-b]pyridin-7-amine BrC=1C(=C2C(=NC1)NC(=N2)C2=CC=C(C=C2)N2CCN(CC2)CC2=CC=NC=C2)NC2CCN(CC2)C(C)C